C[Si]1(CCC(CCC1)N)C 1,1-dimethylsilacycloheptan-4-amine